NC=1C=C(C=CC1OCOCCOC)N1C(C2=CC=C(C=C2CC1)C1=C(C=C(C=C1)C(F)(F)F)Br)=O 2-(3-amino-4-((2-methoxyethoxy)methoxy)phenyl)-6-(2-bromo-4-(trifluoromethyl)phenyl)-3,4-dihydroisoquinolin-1(2H)-one